[18F]C1=CC=C(C=N1)C(=O)O 6-[18F]-fluoro-3-picolinic acid